Methyl (R)-4-(2-((S)-2,2-difluorocyclopropyl)-3,5-difluorophenyl)-2-(fluoromethyl)-5-oxo-1,4,5,7-tetrahydrofuro[3,4-b]pyridine-3-carboxylate FC1([C@@H](C1)C1=C(C=C(C=C1F)F)[C@@H]1C2=C(NC(=C1C(=O)OC)CF)COC2=O)F